Cl.Cl.C1(=CC(=CC=C1)C1CC(NCC1)C(=O)N)C 4-(m-tolyl)piperidine-2-carboxamide dihydrochloride